Cyclopropyl 6-(1-(6-chloro-1H-imidazo[4,5-b]pyridin-2-yl)ethyl)-3,4-dihydroquinoline-1(2H)-carboxylate ClC=1C=C2C(=NC1)N=C(N2)C(C)C=2C=C1CCCN(C1=CC2)C(=O)OC2CC2